O1CCC(CC1)CCN1N=CC=C1O [2-(oxan-4-yl)ethyl]-1H-pyrazol-5-ol